C[N-]CC1=CC(=CC=C1)C(F)(F)F N-methyl-N-(3-trifluoromethylbenzyl)amid